Cl.FC1CNCCC1N 3-fluoropiperidin-4-amine hydrochloride